N[C@@H](C(=O)NC=1N=NC(=C(C1)C1CC1)C1=C(C=C(C=C1)C#C)O)CC1=CC=CC=C1 (R)-2-amino-N-(5-cyclopropyl-6-(4-ethynyl-2-hydroxyphenyl)pyridazin-3-yl)-3-phenylpropionamide